CCNCC(C1=CC(=C(C=C1)O)O)O ethyladrenaline